ClC1=C(CN2CCC(CC2)COC=2C=C(C=NC2)N)C=CC=C1 5-((1-(2-chlorobenzyl)piperidin-4-yl)methoxy)pyridin-3-amine